N-[2-bromo-4-[1,2,2,2-tetrafluoro-1-(trifluoromethyl)ethyl]-6-(trifluoromethyl)phenyl]-2-fluoro-3-[(4-fluorobenzoyl)amino]-benzamide BrC1=C(C(=CC(=C1)C(C(F)(F)F)(C(F)(F)F)F)C(F)(F)F)NC(C1=C(C(=CC=C1)NC(C1=CC=C(C=C1)F)=O)F)=O